NC=1C=2N(C3=CC(=CC=C3N1)C(=O)N(CC1=NC=C(C=C1)C(F)(F)F)[C@H](C)C1=NC=CC=C1F)C=NC2 (R)-4-amino-N-(1-(3-fluoropyridin-2-yl)ethyl)-N-((5-(trifluoromethyl)pyridin-2-yl)methyl)imidazo[1,5-a]quinoxaline-8-carboxamide